FC1=CC=C(C=C1)S(=NC(C1=CC(=CC=C1)C1=NOC(=N1)C(F)(F)F)=O)(=O)C N-((4-fluorophenyl)(methyl)(oxo)-λ6-sulfaneylidene)-3-(5-(trifluoromethyl)-1,2,4-oxadiazol-3-yl)benzamide